ClC=1C=C(C=C(C1)Cl)N1NC(C=2C=NC(=CC21)NC2=NC(=NC(=C2)C)C)=O 1-(3,5-dichlorophenyl)-6-((2,6-dimethylpyrimidin-4-yl)amino)-1,2-dihydro-3H-pyrazolo[4,3-c]pyridin-3-one